methyl 2-(4-bromo-2-chlorophenyl)-4-cyanobutanoate BrC1=CC(=C(C=C1)C(C(=O)OC)CCC#N)Cl